(R)-N-(8,9-difluoro-6-oxo-1,2,3,4,5,6-hexahydrobenzo[c][1,7]naphthyridin-1-yl)-5-fluoro-N-methyl-6-(trifluoromethyl)nicotinamide FC=1C(=CC2=C(C(NC=3CNC[C@@H](C23)N(C(C2=CN=C(C(=C2)F)C(F)(F)F)=O)C)=O)C1)F